1-(4-((5-methyl-1H-pyrazol-3-yl)amino)thieno[3,2-d]pyrimidin-2-yl)piperidine-4-carboxamide CC1=CC(=NN1)NC=1C2=C(N=C(N1)N1CCC(CC1)C(=O)N)C=CS2